N-(4,4-difluorocyclohexyl)-5-(3,5-difluorophenyl)-6-(trifluoromethyl)pyridine-3-carboxamide FC1(CCC(CC1)NC(=O)C=1C=NC(=C(C1)C1=CC(=CC(=C1)F)F)C(F)(F)F)F